OCC1CC(C1)N1C(NC(C=C1)=O)=O 1-((1r,3r)-3-(hydroxymethyl)cyclobutyl)pyrimidine-2,4(1H,3H)-dione